tantalum silicide [Si]=[Ta]=[Si]